7-methoxy-4-((6-(thiazol-2-ylcarbamoyl)naphthalen-2-yl)oxy)quinoline-6-carboxamide COC1=C(C=C2C(=CC=NC2=C1)OC1=CC2=CC=C(C=C2C=C1)C(NC=1SC=CN1)=O)C(=O)N